BrC1=C(C(=CC2=C1OCO2)N)F 7-bromo-6-fluoro-1,3-benzodioxol-5-amine